OC=1C=C(C=C2C(=CC(NC12)=O)C)C1=C2C(=NC(=C1C(=O)N)N1CCOCC1)COC2 (8-hydroxy-4-methyl-2-oxo-1H-quinolin-6-yl)-2-morpholino-5,7-dihydrofuro[3,4-b]pyridine-3-carboxamide